C[N+]1(CCCC1)CCCC 1-methyl-1-butyl-pyrrolidinium